methyl 5-[[4-[bis[(4-methoxyphenyl) methyl] sulfamoyl]-3-fluoro-phenyl] methyl]-1H-pyrrole-2-carboxylate COC1=CC=C(C=C1)CN(S(=O)(=O)C1=C(C=C(C=C1)CC1=CC=C(N1)C(=O)OC)F)CC1=CC=C(C=C1)OC